FC1=C(C(=CC=C1C(=O)C1=NNC2=NC=C(C=C21)C=2C(=NC(=NC2)C)OC)F)NS(=O)(=O)CCC N-(2,6-difluoro-3-(5-(4-methoxy-2-methylpyrimidin-5-yl)-1H-pyrazolo[3,4-b]pyridine-3-carbonyl)phenyl)propane-1-sulfonamide